C(C1=CC=CC=C1)NC1=C2N=CN(C2=NC(=N1)C1=CC(=CC=C1)O)[C@H]1[C@@H]([C@@H]([C@H](O1)C(=O)NC)O)O (2s,3s,4r,5r)-5-(6-(benzylamino)-2-(3-hydroxyphenyl)-9H-purin-9-yl)-3,4-dihydroxy-N-methyltetrahydrofuran-2-carboxamide